FC1=C(OCCC#N)C=CC=C1 3-(2-fluorophenoxy)propionitrile